C1(=CC=CC=C1)C1N(C2(CCOCC2)OC2=C1C=CC=C2)O 4-phenyl-2',3',5',6'-tetrahydrospiro[benzo[e][1,3]oxazin-2,4'-pyran]-3(4H)-ol